C(#N)C=1C=C(C=NC1N1N=CC=N1)NC(=O)C=1C=NN(C1C(F)(F)F)C1=CN=C(C2=CC=CC=C12)F N-(5-cyano-6-(2H-1,2,3-triazol-2-yl)pyridin-3-yl)-1-(1-fluoroisoquinolin-4-yl)-5-(trifluoromethyl)-1H-pyrazole-4-carboxamide